tert-butyl (S)-(1-(7-bromo-2-oxo-1,2,3,4-tetrahydropyrido[2,3-b]pyrazin-6-yl)-2-(3,5-difluorophenyl)ethyl)carbamate BrC1=CC2=C(NCC(N2)=O)N=C1[C@H](CC1=CC(=CC(=C1)F)F)NC(OC(C)(C)C)=O